hydrazine bisdithiocarbamate sodium salt [Na+].C(N)([S-])=S.C(N)([S-])=S.NN.[Na+]